N-{2-[(2S,4R)-4-fluoro-2-{[(S)-phenyl[5-(propan-2-yl)pyridin-2-yl]methyl]carbamoyl}pyrrolidin-1-yl]-2-oxoethyl}-4-methylpiperazine-1-carboxamide F[C@@H]1C[C@H](N(C1)C(CNC(=O)N1CCN(CC1)C)=O)C(N[C@H](C1=NC=C(C=C1)C(C)C)C1=CC=CC=C1)=O